(2-methyl-4-(p-tris(trifluoromethyl)methyl-phenyl)indenyl)zirconium dichloride [Cl-].[Cl-].CC=1C(C2=CC=CC(=C2C1)C1=CC=C(C=C1)C(C(F)(F)F)(C(F)(F)F)C(F)(F)F)[Zr+2]